ClC1=NC(=C2N=CN(C2=N1)[C@@H]1SC[C@H]([C@@H]1O)O)Cl (2R,3S,4S)-2-(2,6-dichloro-9H-purin-9-yl)tetrahydrothiophene-3,4-diol